C(#N)C1=CC(=C(C=C1)C1(OC2=C(O1)C=CC=C2N2CCN(C1CC21)CC2=NC1=C(N2C[C@H]2OCC2)C=C(C=C1)C(=O)O)C)F 2-((5-(2-(4-cyano-2-fluorophenyl)-2-methylbenzo[d][1,3]dioxol-4-yl)-2,5-diazabicyclo[4.1.0]hept-2-yl)methyl)-1-(((S)-oxetan-2-yl)methyl)-1H-benzo[d]imidazole-6-carboxylic acid